BrC=1C=C(C=C(C1F)F)C(CCC[C@H](C(=O)O)C)(OC)OC (R)-6-(3-bromo-4,5-difluorophenyl)-6,6-dimethoxy-2-methylhexanoic acid